OC1=C(C=C(C=C1)C1=CC(=C(C=C1)OC)OC)C=O 4-Hydroxy-3',4'-dimethoxy-[1,1'-biphenyl]-3-carbaldehyde